C(CCCCCCCCCCCCC)(=O)OCCCCCCCCCCCCCCCC cetyl myristate